5-((1S,2R)-2-Methylcyclopropyl)-1-(tetrahydro-2H-pyran-2-yl)-4-(4,4,5,5-tetramethyl-1,3,2-dioxaborolan-2-yl)-6-(trifluoromethyl)-1H-indazole C[C@H]1[C@H](C1)C=1C(=C2C=NN(C2=CC1C(F)(F)F)C1OCCCC1)B1OC(C(O1)(C)C)(C)C